CC(C)(C)S(=O)(=O)N[C@@H]1C[C@H](CC12CCN(CC2)C(=O)OC(C)(C)C)OC tert-butyl (1R,3s)-1-((R)-1,1-dimethylethylsulfonamido)-3-methoxy-8-azaspiro[4.5]decane-8-carboxylate